4-(1-(5-(2,5-dihydrofuran-3-yl)-3-fluoropyridin-2-yl)piperidin-4-yl)-7-fluoro-1-methyl-1,4-dihydropyrido[2,3-b]pyrazine-2,3-dione O1CC(=CC1)C=1C=C(C(=NC1)N1CCC(CC1)N1C2=C(N(C(C1=O)=O)C)C=C(C=N2)F)F